N1C[C@@H](CC1)CCC(=O)O (R)-3-(pyrrolidin-3-yl)propanoic acid